NC1=C2C(=NC=N1)N(N=C2C2=CC=C(C=C2)OC2=CC=CC=C2)C2CCN(CC2)CC2=C(C=CC=C2)N2C(NC(CC2)=O)=O 1-(2-((4-(4-amino-3-(4-phenoxyphenyl)-1H-pyrazolo[3,4-d]pyrimidin-1-yl)piperidin-1-yl)methyl)phenyl)dihydropyrimidine-2,4(1H,3H)-dione